OCCC=1C=CC(=C2CN(C(C12)=O)CCC1=CC=CC=C1)OC 7-(2-hydroxyethyl)-4-methoxy-2-phenethyl-isoindolin-1-one